FC=1C(=NC(=NC1)NC1CCN(CC1)C(=O)OC(C)(C)C)C1=CC(=CC=C1)N1C(OCCC1)=O tert-butyl 4-[[5-fluoro-4-[3-(2-oxo-1,3-oxazinan-3-yl)phenyl]pyrimidin-2-yl]amino]piperidine-1-carboxylate